1-(3-fluorobenzofuran-6-yl)-N-methylbutan-2-amine FC1=COC2=C1C=CC(=C2)CC(CC)NC